xenon difluorine [F].[F].[Xe]